3-(4-bromo-3-(1-ethoxycyclopropyl)benzyl)-2-butyl-1,3-diazaspiro[4.4]non-1-en-4-one BrC1=C(C=C(CN2C(=NC3(C2=O)CCCC3)CCCC)C=C1)C1(CC1)OCC